C(C)OC(=O)C=1C(=NNC1N)Br 5-Amino-3-bromo-1H-pyrazole-4-carboxylic acid ethyl ester